(S)-4-(6,7-dimethyl-4-(6-(trifluoromethyl)pyridin-3-yl)pteridin-2-yl)-2-(2-methylpyridin-4-yl)morpholine CC=1N=C2C(=NC(=NC2=NC1C)N1C[C@@H](OCC1)C1=CC(=NC=C1)C)C=1C=NC(=CC1)C(F)(F)F